ClC1=CC(=C(C=C1)C=1CCCC2=C(C1C1=CC=C(C=C1)C=C1CN(C1)CCCF)C=CC=C2)F 8-(4-Chloro-2-fluorophenyl)-9-(4-((1-(3-fluoropropyl)azetidin-3-yliden)methyl)phenyl)-6,7-dihydro-5H-benzo[7]annulen